N-[[(1S,3R)-3-[[6-(1,1-dioxo-1,2-thiazolidin-2-yl)-1,3-benzothiazol-2-yl]amino]cyclopentyl]methyl]-3-methylisoxazole-5-carboxamide O=S1(N(CCC1)C1=CC2=C(N=C(S2)N[C@H]2C[C@H](CC2)CNC(=O)C2=CC(=NO2)C)C=C1)=O